1,1,1,3,3-pentachloropropanen ClC(C=C(Cl)Cl)(Cl)Cl